C(C)(C)(C)OC(NN1C(CC1)=C(C(=O)OCC)C)=O (1-ethoxy-1-oxopropan-2-ylidene)azetidine-1-carbamic acid tert-butyl ester